(S)-3-amino-1-butanol D-malate C([C@H](O)CC(=O)O)(=O)O.N[C@H](CCO)C